N-(4-bromo-2-isopropyl-6-nitrophenyl)-2,2,2-trifluoroacetamide BrC1=CC(=C(C(=C1)[N+](=O)[O-])NC(C(F)(F)F)=O)C(C)C